ClC1=C(C=CC=C1)C(C(=O)O)(F)F (2-chlorophenyl)(difluoro)acetic acid